(3S)-3-[3-(3-{8-chloro-3-methylimidazo[1,5-a]pyridin-6-yl}azetidin-1-yl)-4-methylpentyl]morpholine-4-carboxylic acid tert-butyl ester C(C)(C)(C)OC(=O)N1[C@H](COCC1)CCC(C(C)C)N1CC(C1)C=1C=C(C=2N(C1)C(=NC2)C)Cl